NC1=NC=2C3=C(CC(C2C=N1)(C)C)C(=NN3C3OCCCC3)C(=O)NC=3SC=C(N3)CC(=O)N3CCC(CC3)N3CCC(CC3)C 8-amino-5,5-dimethyl-N-{4-[2-(4-methyl-1,4'-bipiperidin-1'-yl)-2-oxoethyl]-1,3-thiazol-2-yl}-1-(tetrahydro-2H-pyran-2-yl)-4,5-dihydro-1H-pyrazolo[4,3-H]quinazoline-3-carboxamide